CN1N=C(C=C1C(=O)N[C@@H](C)C1=NC(=NS1)C1=CC(=NC=C1)C(F)(F)F)C(F)(F)F (S)-1-methyl-3-(trifluoromethyl)-N-(1-(3-(2-(trifluoromethyl)pyridin-4-yl)-1,2,4-thiadiazol-5-yl)ethyl)-1H-pyrazole-5-carboxamide